FC([C@@H](C)N1N=NC2=C1C=C(C=C2)C=2C=CN1N=C(N=C(C12)OC)NC1CCC(CC1)(O)C)F (1S,4s)-4-((5-(1-((R)-1,1-difluoropropan-2-yl)-1H-benzo[d][1,2,3]triazol-6-yl)-4-methoxypyrrolo[2,1-f][1,2,4]triazin-2-yl)amino)-1-methylcyclohexan-1-ol